ClC1=NC(=CC=C1C(=O)NS(=O)(=O)C=1C(=NN(C1)C)C)N1N=C(C=C1)OCCC(C1CCCCC1)C1CCCCC1 2-chloro-6-[3-(3,3-dicyclohexylpropoxy)pyrazol-1-yl]-N-(1,3-dimethylpyrazol-4-yl)sulfonyl-pyridine-3-carboxamide